COC(=O)C1=CC=C(C=C1)C1NCCC(C1)C=1N=C(SC1)C 2-(4-(methoxycarbonyl)phenyl)-4-(2-methylthiazol-4-yl)piperidine